C(C(=C)C)(=O)OCCCCCCCCCCCOC1=CC(=C(C=C1)C1=NC(=NC(=N1)C1=CC=CC=C1)C1=CC=CC=C1)O 11-(4-(4,6-diphenyl-1,3,5-triazin-2-yl)-3-hydroxyphenoxy)undecyl methacrylate